deoxy-5'-iodo-4'-fluorouridine IC([C@@]1([C@H](C[C@@H](O1)N1C(=O)NC(=O)C=C1)O)F)O